N-((3R,4R,5R,6R)-4,5-bis(benzyloxy)-6-((benzyloxy)methyl)tetrahydro-2H-pyran-3-yl)-6-(trifluoromethyl)pyrazin-2-amine C(C1=CC=CC=C1)O[C@@H]1[C@@H](CO[C@@H]([C@@H]1OCC1=CC=CC=C1)COCC1=CC=CC=C1)NC1=NC(=CN=C1)C(F)(F)F